C1(CC2C(CC1)O2)C(=O)[O-] 3,4-epoxycyclohexan-carboxylat